FC=1C=CC2=C(N=CS2)C1 5-fluorobenzo[d]thiazole